4-(3-fluorophenyl)-1-(5-(isopropylthio)-4-(piperidin-1-yl)thiazol-2-yl)-3-methyl-1H-pyrazole-5-carboxylic acid FC=1C=C(C=CC1)C=1C(=NN(C1C(=O)O)C=1SC(=C(N1)N1CCCCC1)SC(C)C)C